2-oxo-tetrahydropyrrole-1-carboxylic acid-2-methylpropan-2-yl ester CC(C)(C)OC(=O)N1C(CCC1)=O